COC1=CC=C(CN2C3=C(C=C(CC2=O)C=2OC(=CN2)C)C=CC(=C3)C=3C=NN(C3)C3CCNCC3)C=C1 1-(4-methoxybenzyl)-4-(5-methyloxazol-2-yl)-8-(1-(piperidin-4-yl)-1H-pyrazol-4-yl)-1,3-dihydro-2H-benzo[b]azepin-2-one